COC(=O)C1=CC(=NC(=C1)C=1N=NN(C1)C=1C(=C(C(=O)O)C=CC1)O)C=1N=NN(C1)C=1C(=C(C(=O)O)C=CC1)O 4'-((4-(methoxycarbonyl)pyridine-2,6-diyl)bis(1H-1,2,3-triazole-4,1-diyl))bis(2-hydroxybenzoic acid)